(±)-1-(1,2-Diphenylethyl)piperidine maleate C(\C=C/C(=O)O)(=O)O.C1(=CC=CC=C1)[C@@H](CC1=CC=CC=C1)N1CCCCC1 |r|